CN1C=C(C2=CC=CC=C12)C1(NC2=CC(=CC=C2C1)S(=O)(=O)N)CCN1[C@H](CCC1)C 2-(1-methyl-1H-indol-3-yl)-2-((S)-2-methylpyrrolidin-1-ylethyl)-1H-indole-6-sulfonamide